(4-fluoro-4-(hydroxymethyl)piperidin-1-yl)methanone FC1(CCN(CC1)C=O)CO